(S)-2-(2,4-dichlorothiazole-5-carboxamido)-N1-(1-(2-(2-adamantylamino)-2-oxoethyl)-2-oxo-1,2-dihydropyridin-3-yl)-N6-methyl-5-oxohexanediamide ClC=1SC(=C(N1)Cl)C(=O)N[C@H](C(=O)NC=1C(N(C=CC1)CC(=O)NC1C2CC3CC(CC1C3)C2)=O)CCC(C(=O)NC)=O